CC1=NOC(=C1)C=1SC(=CN1)S(=O)(=O)Cl 2-(3-methyl-1,2-oxazol-5-yl)-1,3-thiazole-5-sulfonyl chloride